6,7-dichloro-1-(4,6-diisopropylpyrimidin-5-yl)-4-hydroxy-2-oxo-1,2-dihydro-1,8-naphthyridin-3-carbonitrile ClC=1C=C2C(=C(C(N(C2=NC1Cl)C=1C(=NC=NC1C(C)C)C(C)C)=O)C#N)O